C=1(C(=CC=CC1)CCC(=O)C1=CC=CC=C1)C alpha'-xyleneacetophenone